(S)-N-((S)-1-cyclohexyl-2-(4-(5,6-difluoro-1-methyl-1H-indole-2-carbonyl)piperazin-1-yl)-2-oxoethyl)-2-(methylamino)propanamide 10-heptadecenyl-acetate C(CCCCCCCCC=CCCCCCC)CC(=O)O.C1(CCCCC1)[C@@H](C(=O)N1CCN(CC1)C(=O)C=1N(C2=CC(=C(C=C2C1)F)F)C)NC([C@H](C)NC)=O